tert-butyl 3-(7-bromo-2-chloro-8-fluoroquinazolin-4-yl)-3,8-diazabicyclo[3.2.1]octane-8-carboxylate BrC1=CC=C2C(=NC(=NC2=C1F)Cl)N1CC2CCC(C1)N2C(=O)OC(C)(C)C